C(C)(C)(C)C=1C=C(C=CC1)NC(OCC=1C=C2C(N(CC2=C(C1)F)C1C(NC(CC1)=O)=O)=O)=O (2-(2,6-dioxopiperidin-3-yl)-7-fluoro-3-oxoisoindolin-5-yl)methyl (3-(tert-butyl) phenyl)carbamate